The molecule is a member of the class of chalcones that is 3',5'-dimethylchalcone substituted by hydroxy groups at positions 2, 2' and 4' and a methoxy group at position 6'. Isolated from Psorothamnus polydenius, it exhibits antiparasitic activity. It has a role as a metabolite, an antileishmanial agent and a trypanocidal drug. It is a member of chalcones, a polyphenol and a monomethoxybenzene. CC1=C(C(=C(C(=C1O)C(=O)/C=C/C2=CC=CC=C2O)OC)C)O